Trimethylolpropan Trimethacrylat C(C(=C)C)(=O)O.C(C(=C)C)(=O)O.C(C(=C)C)(=O)O.C(O)C(CC)(CO)CO